C(CCCCCCCCCCCCCC)C1=CC=C(C=C1)OC(CCCC(=O)OC1=CC=C(C=C1)CCCCCCCCCCCCCCC)=O.CN1N=CC(=C1)C1=CC(=C2C=NC=NC2=C1)C=1C=CC(=NC1)N1CC2N(C(C1)C2)CC(=O)C2CCNCC2 2-(3-(5-(7-(1-Methyl-1H-pyrazol-4-yl)quinazolin-5-yl)pyridin-2-yl)-3,6-diazabicyclo[3.1.1]heptan-6-yl)-1-(piperidin-4-yl)ethan-1-one bis(4-pentadecylphenyl)pentanedioate